Cl.C(#N)C[C@H]1CN(CCN1)C1=NC(=C(C=2CN(CCC12)C1=CC=CC2=CC=CC=C12)C#N)N1CC(OC(C1)C)C 1-((S)-3-(cyanomethyl)piperazin-1-yl)-3-(2,6-dimethylmorpholino)-6-(naphthalen-1-yl)-5,6,7,8-tetrahydro-2,6-naphthyridine-4-carbonitrile Hydrochloride